COC(C1=CC(=CC(=C1)C(C)(C)C#N)Cl)=O 3-chloro-5-(2-cyanopropan-2-yl)benzoic acid methyl ester